8-(4-chloro-2-fluoro-phenyl)-2,3-dimethyl-6-[3-(1,2,4-triazol-1-yl)piperidino]pyrimido[5,4-d]pyrimidin-4-one ClC1=CC(=C(C=C1)C1=NC(=NC2=C1N=C(N(C2=O)C)C)N2CC(CCC2)N2N=CN=C2)F